4-(PYRIDIN-4-YLOXY)PHENYLBORONIC ACID N1=CC=C(C=C1)OC1=CC=C(C=C1)B(O)O